(S)-N-{(S)-2-[6-Bromo-3-fluoro-4-(trimethylsilyl)pyridine-2-yl]-1-[2-(6-bromobenzo[d]isoxazol-3-yl)phenyl]ethyl}-2-methylpropane-2-sulfinamide BrC1=CC(=C(C(=N1)C[C@@H](C1=C(C=CC=C1)C1=NOC2=C1C=CC(=C2)Br)N[S@@](=O)C(C)(C)C)F)[Si](C)(C)C